tert-butyl (R)-(1-(4-bromophenyl)-2-((tert-butoxycarbonyl)oxy)ethyl)carbamate BrC1=CC=C(C=C1)[C@H](COC(=O)OC(C)(C)C)NC(OC(C)(C)C)=O